N-Octanol CCCCCCCCO